CC1NCCN(C1)N1CC(CCC1)=O 2-methyl-4-(3-oxo-1-piperidinyl)piperazin